tert-butyl (3S)-4-(10-chloro-11-(2,4-difluorophenyl)-6-oxo-3,4-dihydro-2H,6H-[1,4]thiazepino[2,3,4-ij]quinazolin-8-yl)-3-methylpiperazine-1-carboxylate ClC=1C=C2C(=NC(N3C2=C(C1C1=C(C=C(C=C1)F)F)SCCC3)=O)N3[C@H](CN(CC3)C(=O)OC(C)(C)C)C